dimethylsilyl-bis(2-methyl-4-phenylindenyl)zirconium (II) C[SiH](C)[Zr-](C1C(=CC2=C(C=CC=C12)C1=CC=CC=C1)C)C1C(=CC2=C(C=CC=C12)C1=CC=CC=C1)C